tert-butyl (3S)-3-[4-(3-chloro-2,4-difluoro-anilino)quinazolin-6-yl]piperidine-1-carboxylate ClC=1C(=C(NC2=NC=NC3=CC=C(C=C23)[C@H]2CN(CCC2)C(=O)OC(C)(C)C)C=CC1F)F